4-(2-(2-(2-isopropylphenyl)-4-(4-methoxybenzyl)piperazin-1-yl)-7-azaspiro[3.5]non-7-yl)benzamide C(C)(C)C1=C(C=CC=C1)C1N(CCN(C1)CC1=CC=C(C=C1)OC)C1CC2(C1)CCN(CC2)C2=CC=C(C(=O)N)C=C2